NCCNCCNCCNCCN.[Cu] copper tetraethylenepentamine